C(CCCCC)C1=CC=C(S1)C1=CC(=NC=C1)C1=NC=CC(=C1)C=1SC(=CC1)CCCCCC 4,4'-bis(5-hexylthiophen-2-yl)-2,2'-bipyridyl